ClC1=CC=C(C=N1)C1(CCOCC1)C(=O)O 4-(6-Chloropyridin-3-yl)tetrahydro-2H-pyran-4-carboxylic acid